NC=1C2=C(N=CN1)NC(S2)=O 7-aminothiazolo[4,5-d]pyrimidin-2(3H)-one